C1=CC=CC=2C3=CC=CC=C3C(C12)COC(=O)N[C@H](C(=O)N[C@H](C(=O)OC(C)(C)C)CCC(C=[N+]=[N-])=O)C1=CC=CC=C1 tert-Butyl (S)-2-((S)-2-((((9H-fluoren-9-yl)methoxy)carbonyl)amino)-2-phenylacetamido)-6-diazo-5-oxohexanoate